FC1(CN(CCC1C1=C(C=C(NC2C(NC(CC2)=O)=O)C=C1)F)CCC1CCNCC1)F 3-[4-[3,3-difluoro-1-[2-(4-piperidyl)ethyl]-4-piperidyl]-3-fluoro-anilino]piperidine-2,6-dione